C1(CCC1)C=1C(=NN(C1NC(CC1(CC1)C(F)(F)F)=O)C)C1(CC1)C1=CC=CC=C1 N-(4-cyclobutyl-1-methyl-3-(1-phenylcyclopropyl)-1H-pyrazol-5-yl)-2-(1-(trifluoromethyl)cyclopropyl)acetamide